C(C)(C)(C)N1N=CC(=C1C(=O)NCCC1=CC=C(C(=O)OC)C=C1)OC1=CC(=CC=C1)C(F)(F)F methyl 4-(2-(1-(tert-butyl)-4-(3-(trifluoromethyl)phenoxy)-1H-pyrazole-5-carboxamido)ethyl)benzoate